C(=O)(O)C1=C(C=C(C=C1)C1=CC(=C(C=C1)F)F)NC(=O)C1=CC=C(C=C1)Cl 2-({4-carboxy-3',4'-difluoro-[1,1'-biphenyl]-3-yl}carbamoyl)-5-chlorobenzene